N1(N=CC=C1)CCC(=O)O.CN1C(C(CCC1)CC1NC(C2=CC=CC=C12)=O)=O 3-((1-methyl-2-oxopiperidin-3-yl)methyl)isoindolin-1-one 3-(1H-pyrazol-1-yl)propanoate